tert-butyl (1-(9-isopropyl-6-((2-(1-methyl-1H-pyrazol-4-yl)benzyl)amino)-9H-purin-2-yl)piperidin-4-yl)carbamate C(C)(C)N1C2=NC(=NC(=C2N=C1)NCC1=C(C=CC=C1)C=1C=NN(C1)C)N1CCC(CC1)NC(OC(C)(C)C)=O